C(#N)C1=CC=C(C=2N1N=CC2)N2C[C@@H](O[C@@H](C2)C)C(=O)NC2(CCNCC2)C (2r,6r)-4-(7-cyanopyrazolo[1,5-a]pyridin-4-yl)-6-methyl-N-(4-methyl-4-piperidinyl)morpholine-2-carboxamide